CC=1C(=NC=2CC(CCC2C1C1=C2C=NNC2=CC=C1C)(C)C)N1CC2(CN(C2)C(C=C)=O)CC1 (P)-1-(6-(3,7,7-trimethyl-4-(5-methyl-1H-indazol-4-yl)-5,6,7,8-tetrahydro-2-quinolinyl)-2,6-diazaspiro[3.4]octan-2-yl)-2-propen-1-one